pyridazin-1-amine formic acid salt C(=O)O.N1(NC=CC=C1)N